1-{2-[4-(Methylsulfonyl)piperazin-1-yl]ethyl}-5-({2-[6-(2,2,2-trifluoroethyl)quinazolin-4-yl]-2,7-diazaspiro[3.5]non-7-yl}methyl)-1H-indole-2-carbonitrile CS(=O)(=O)N1CCN(CC1)CCN1C(=CC2=CC(=CC=C12)CN1CCC2(CN(C2)C2=NC=NC3=CC=C(C=C23)CC(F)(F)F)CC1)C#N